C12CN(CC(N1)C2)C=2N=CC(=NC2)C=2C=1N(C=C(C2)C=2COC(C2)=O)N=CC1C#N 4-(5-(3,6-diazabicyclo[3.1.1]heptan-3-yl)pyrazin-2-yl)-6-(5-oxo-2,5-dihydrofuran-3-yl)pyrazolo[1,5-a]pyridine-3-carbonitrile